pyrrolo[1,2-b]pyridazin-3-carbonitrile N=1N2C(C=C(C1)C#N)=CC=C2